P(=O)(O)(O)[O-].[NH4+].S(=O)(=O)([O-])O.[NH4+] ammonium sulfate ammonium dihydrogen phosphate